(4-(3-(aminomethyl)phenyl)piperidin-1-yl)(3-hydroxyphenyl)methanone NCC=1C=C(C=CC1)C1CCN(CC1)C(=O)C1=CC(=CC=C1)O